F[C@H]1[C@@](COC1)(C)N1CCN(CC1)C=1C=C2C=C(N=CC2=CC1C)NC(=O)[C@H]1COC(C1)(C)C (3R)-N-[6-[4-((3S,4S)-4-fluoro-3-methyl-tetrahydrofuran-3-yl)piperazin-1-yl]-7-methyl-3-isoquinolinyl]-5,5-dimethyl-tetrahydrofuran-3-carboxamide